1-(2-(4-(4-methyl-3-(morpholinosulfonyl)phenyl)-1H-pyrazol-1-yl)ethyl)piperidin-4-amine CC1=C(C=C(C=C1)C=1C=NN(C1)CCN1CCC(CC1)N)S(=O)(=O)N1CCOCC1